COC=1C=C(C=CC1)S(=O)(=O)C1=C2C(=CC3=C1C(=NO3)C)NC(N2CC2=CC(=CC=C2)OCCC)=O (3-methoxyphenyl)sulfonyl-3-methyl-5-(3-propoxybenzyl)-5,7-dihydro-6H-imidazo[4',5':4,5]benzo[1,2-d]isoxazol-6-one